N-(3-amino-4-methylphenyl)-3-cyano-4-(trifluoromethyl)benzamide NC=1C=C(C=CC1C)NC(C1=CC(=C(C=C1)C(F)(F)F)C#N)=O